NC=1N=C(C2=C(N1)C=NN2CC=2C=C(C=CC2OC)CN(C(CC(C)(C)O)=O)C)NCCCC N-[(3-{[5-amino-7-(butyl-amino)-1H-pyrazolo[4,3-d]pyrimidin-1-yl]methyl}-4-methoxyphenyl)methyl]-3-hydroxy-N,3-dimethyl-butanamide